N=S(=O)(CC1=C2C(=NC(=C1)N1[C@@H](COCC1)C)C(=NS2)C2=CC(=NN2C2OCCCC2)C)C imino(methyl)({3-[3-methyl-1-(oxan-2-yl)-1H-pyrazol-5-yl]-5-[(3R)-3-methylmorpholin-4-yl]-[1,2]thiazolo[4,5-b]pyridin-7-yl}methyl)-λ^6-sulfanone